2-amino-N-(2-(cyclooct-2-yn-1-yloxy)ethyl)-3-phenylpropanamide NC(C(=O)NCCOC1C#CCCCCC1)CC1=CC=CC=C1